cis-distearoyl-ethylene C(CCCCCCCCCCCCCCCCC)(=O)\C=C/C(CCCCCCCCCCCCCCCCC)=O